[Ca].C=1(C(=CC=CC1)S(=O)(=O)O)C(C)C cumene-sulfonic acid calcium